7-azido-1-bromo-6,6-difluoro-3-(3-iodophenyl)heptan-2-one N(=[N+]=[N-])CC(CCC(C(CBr)=O)C1=CC(=CC=C1)I)(F)F